S(=O)(=O)(ON1[C@@H]2CC[C@H](N(C1=O)C2)C(NC(=O)C2CC(CC2)NC(C)=O)=N)O (2S,5R)-2-(N-(3-acetamidocyclopentane-1-carbonyl) carbamimidoyl)-7-oxo-1,6-diazabicyclo[3.2.1]octan-6-yl hydrogen sulfate